sulfanyl sulfide SSS